4,4-dimethyl-6,7-dihydrooxadiazolo[4,3-c][1,4]oxazin-8-ium-3-olate CC1(OCC[N+]=2C1=C(ON2)[O-])C